N1-(4-chlorophenyl)-4-methoxy-4-phenylpyrrolidine ClC1=CC=C(C=C1)N1CCC(C1)(C1=CC=CC=C1)OC